OCC1CCC(CC1)NC(=O)C=1C=NC(=CC1NC(C)C)N1C=CC=2C1=NC=C(C2)C(F)(F)F N-[4-(hydroxymethyl)cyclohexyl]-4-(isopropylamino)-6-[5-(trifluoromethyl)pyrrolo[2,3-b]pyridin-1-yl]pyridine-3-carboxamide